C(C(C(C(C(C(C(C(\C(=C(/C(C(C(C(C(C(C(C([2H])([2H])[2H])([2H])[2H])([2H])[2H])([2H])[2H])([2H])[2H])([2H])[2H])([2H])[2H])([2H])[2H])\[2H])\[2H])([2H])[2H])([2H])[2H])([2H])[2H])([2H])[2H])([2H])[2H])([2H])[2H])([2H])[2H])(=O)O oleic acid-d33